COC1=CC(=C(C(=O)OC)C=C1OC)[N+](=O)[O-] methyl 4,5-dimethoxy-2-nitrobenzoate